ClC1=CC(=CS1)OCCN(C)C 5-Chloro-3-(2-(dimethylamino)ethoxy)thiophene